methyl-arsine sulfide C[AsH2]=S